C(C1=CC=CC=C1)N([C@H](CC(=O)OC(C)(C)C)CCCN(C)C(=O)OC(C)(C)C)[C@@H](C)C1=CC=CC=C1 tert-butyl (S)-3-(benzyl((S)-1-phenylethyl)amino)-6-((tert-butoxycarbonyl)(methyl)amino)hexanoate